P(=O)(OCC(C)C)([O-])[O-] mono(2-methylpropyl) phosphate